N(C1=CC=CC=C1)C=1C=C2C(NN=C(C2=CC1)CNC(=O)C1=C(C(=O)O)C=CC=C1)=O 2-[(6-anilino-4-oxo-3H-phthalazin-1-yl)methylcarbamoyl]benzoic acid